2-Methyl-2-(4-((4-(4-(trifluoromethyl)benzyl)piperazin-1-yl)methyl)phenoxy)propanoic acid ethyl ester C(C)OC(C(C)(OC1=CC=C(C=C1)CN1CCN(CC1)CC1=CC=C(C=C1)C(F)(F)F)C)=O